Methyl-4-piperidinic acid CN1CCC(CC1)C(=O)O